ClC=1C(=C(C=CC1)N1CCC2(CC1)C=1C=CC(=NC1C(N(C2)CC2(CNC2)O)=O)C=2C(=NC=CC2)OCC)C(F)(F)F 1'-[3-chloro-2-(trifluoromethyl)phenyl]-2-(2-ethoxypyridin-3-yl)-7-[(3-hydroxyazetidin-3-yl)methyl]spiro[6H-1,7-naphthyridine-5,4'-piperidine]-8-one